[1-(3-aminobicyclo[1.1.1]pentan-1-yl)-1H-pyrazol-4-yl]{(3R)-3-[(trifluoromethoxy)methyl]pyrrolidin-1-yl}methanone NC12CC(C1)(C2)N2N=CC(=C2)C(=O)N2C[C@@H](CC2)COC(F)(F)F